3-(azetidin-3-yl)-1-[[4-(trifluoromethyl)phenyl]methyl]azetidine N1CC(C1)C1CN(C1)CC1=CC=C(C=C1)C(F)(F)F